1-[(1S)-1-aminoethyl]Cyclopentanol hydrochloride Cl.N[C@@H](C)C1(CCCC1)O